2-(2-morpholinobenzyl)pyrazolo[1,5-c]quinazolin-5-amine O1CCN(CC1)C1=C(CC2=NN3C(=NC=4C=CC=CC4C3=C2)N)C=CC=C1